NC1=C2C(=NC=N1)N(N=C2C2=CC=C(C=C2)OC2=CC=CC=C2)C2C(CC(CC2)CN2C1CN(CC2C1)C1=CC2=CN(C=C2C=C1F)C1C(NC(CC1)=O)=O)F 5-(6-((4-(4-amino-3-(4-phenoxyphenyl)-1H-pyrazolo[3,4-d]pyrimidin-1-yl)-3-fluorocyclohexyl)methyl)-3,6-diazabicyclo[3.1.1]heptane-3-yl)-2-(2,6-dioxopiperidin-3-yl)-6-fluoroisoindole